ClC1=CC=C(C=C1)C1(COC2=C(O1)C=CC=C2C2=CCN(CC2)C(=O)OC(C)(C)C)C tert-butyl 4-(2-(4-chlorophenyl)-2-methyl-2,3-dihydrobenzo[b][1,4]dioxin-5-yl)-5,6-dihydropyridine-1(2H)carboxylate